tert-butyl (2S,3R)-3-[benzyl(methyl)amino]-2-[methoxy(methyl)carbamoyl]pyrrolidine-1-carboxylate C(C1=CC=CC=C1)N([C@H]1[C@H](N(CC1)C(=O)OC(C)(C)C)C(N(C)OC)=O)C